methyl (S)-2-(4-(6-((4-chloro-2-fluorobenzyl)oxy)pyridin-2-yl)benzyl)-1-((tetrahydrofuran-2-yl)methyl)-1H-benzo[d]imidazole-6-carboxylate ClC1=CC(=C(COC2=CC=CC(=N2)C2=CC=C(CC3=NC4=C(N3C[C@H]3OCCC3)C=C(C=C4)C(=O)OC)C=C2)C=C1)F